[Si](C1=CC=CC=C1)(C1=CC=CC=C1)(C(C)(C)C)OC[C@@H]1[C@@H](CC(N1)=O)OC1OCCCC1 (4R,5R)-5-[[tert-butyl(diphenyl)silyl]oxymethyl]-4-tetrahydropyran-2-yloxy-pyrrolidin-2-one